C(C1=CC=CC=C1)N1CCN2C1=C(C(=C(C2=O)Cl)CC2=C1C=CC=NC1=CC=C2)C2=CC(=CC=C2)C(F)(F)F 1-benzyl-6-chloro-5-oxo-7-(quinolin-5-ylmethyl)-8-(3-(trifluoromethyl)phenyl)-1,2,3,5-tetrahydroimidazo[1,2-a]pyridine